16-(4-tert-butylphenyl)-4-(pyridin-3-yl)-8,11,14,16-tetraazatetracyclo[8.6.0.02,7.011,15]-hexadec-1(10),2,4,6,8,12,14-heptaene C(C)(C)(C)C1=CC=C(C=C1)N1C2=NC=CN2C=2C=NC3=CC=C(C=C3C12)C=1C=NC=CC1